(E)-2-(3-(2-cyano-2-(6-methoxy-3H-imidazo[4,5-c]pyridine-2-yl)vinyl)-2,5-dimethyl-1H-pyrrol-1-yl)-5-(trifluoromethyl)thiophene-3-carbonitrile C(#N)\C(=C/C1=C(N(C(=C1)C)C=1SC(=CC1C#N)C(F)(F)F)C)\C1=NC2=C(C=NC(=C2)OC)N1